(S)-2-(bis(tert-butoxycarbonyl)amino)-5-oxopentanoic acid tert-butyl ester C(C)(C)(C)OC([C@H](CCC=O)N(C(=O)OC(C)(C)C)C(=O)OC(C)(C)C)=O